NC1=C2C(=C3C(=N1)C=C(N3)C(=O)N([C@@H]3COCC1=NC(=CC=C13)C(F)(F)F)C)COC2 (S)-5-amino-N-methyl-N-(2-(trifluoromethyl)-5,8-dihydro-6H-pyrano[3,4-b]pyridin-5-yl)-6,8-dihydro-1H-furo[3,4-d]pyrrolo[3,2-b]pyridine-2-carboxamide